S(=O)(=O)(C1=CC=C(C)C=C1)OCCOCCOCCC(=O)OC(C)(C)C tert-Butyl 3-(2-(2-(tosyloxy)ethoxy)ethoxy)propanoate